Methyl (S)-2-(1-((tert-butoxycarbonyl)amino)ethyl)-5-fluorobenzofuran-7-carboxylate C(C)(C)(C)OC(=O)N[C@@H](C)C=1OC2=C(C1)C=C(C=C2C(=O)OC)F